O1C[C@@H](CC1)CN (3S)-tetrahydrofuran-3-methylamine